N1(CCC1)C1=CC=CC(=N1)N1N=C2C(C=NC(=C2)CNC(=O)C=2C=C3[C@](COCC3=CC2)(C)C#N)=C1 (R)-N-((2-(6-(azetidin-1-yl)pyridin-2-yl)-2H-pyrazolo[4,3-c]pyridin-6-yl)methyl)-4-cyano-4-methyl-isochroman-6-carboxamide